OCCCCCCCCCCCCN(CCCCCCCCCCCCO)CCCCCCCCCCCCO tri(12-hydroxydodecyl)amine